P(=O)(OC[N+]1=C(C(=CC=C1)C1=CC(=NO1)CC1=CC=C(C=C1)CN1N=CC=C1)N)(O)[O-] (3-(3-(4-((1H-pyrazol-1-yl)methyl)benzyl)isoxazol-5-yl)-2-aminopyridin-1-ium-1-yl)methyl hydrogen phosphate